N-(6-bromo-5-iodo-2,3-dihydrobenzofuran-3-yl)-N,2-dimethylpropane-2-sulfinamide BrC1=CC2=C(C(CO2)N(S(=O)C(C)(C)C)C)C=C1I